2,5-bis(4-hydroxy-3-fluorophenyl)-3-bromothiophene OC1=C(C=C(C=C1)C=1SC(=CC1Br)C1=CC(=C(C=C1)O)F)F